C(C)(C)C=1OC=C(N1)C=1C=C(N)C=CC1 3-(2-isopropyl-oxazol-4-yl)aniline